ethyl 1-[(1S)-1-(tetrahydro-2H-pyran-4-yl) ethyl]-1H-imidazole-4-carboxylate O1CCC(CC1)[C@H](C)N1C=NC(=C1)C(=O)OCC